C(C)(C)(C)OC(=O)NC1=CC=C(OCC(COC)O)C=C1 1-(4-tert-Butoxycarbonylaminophenoxy)-3-methoxypropan-2-ol